ClC1=C(C=C(C=C1)N1C=NC(=C1)N)OC 1-(4-chloro-3-methoxyphenyl)-1H-imidazol-4-amine